OC1(CN(CC1)C(=O)C1=CC=C(C=C1)NC1=NC=C(C(=N1)NCC=1C(=NC=CC1)N(S(=O)(=O)C)C)C(F)(F)F)C N-[3-({[2-({4-[(3-hydroxy-3-methylpyrrolidin-1-yl)carbonyl]phenyl}amino)-5-(trifluoromethyl)pyrimidin-4-yl]amino}methyl)pyridin-2-yl]-N-methylmethane-sulfonamide